ClC1=CC=C2C=NC(=NC2=C1C1=NC=CC(=C1)NC(C=C)=O)NC1=C(C=C(C=C1)N1CCN(CC1)C)OC N-(2-(7-chloro-2-((2-methoxy-4-(4-methylpiperazin-1-yl)phenyl)amino)quinazolin-8-yl)pyridin-4-yl)acrylamide